C1(NC(C2C1CCNCC2)=O)=O hexahydropyrrolo[3,4-d]azepin-1,3(2H,3ah)-dione